ClC1=CC=C(C=N1)C(C)N1CC2(C1)CC(C2)C(F)F 2-(1-(6-chloropyridin-3-yl)ethyl)-6-(difluoromethyl)-2-azaspiro[3.3]heptane